NC(=CC)[N+](CC)(CC)[O-] amino-N,N-diethylprop-1-en-1-amine oxide